methyl 2-fluoro-4-((1-(methoxycarbonyl)-cyclobutyl)amino)benzoate FC1=C(C(=O)OC)C=CC(=C1)NC1(CCC1)C(=O)OC